7-fluoro-1-((2-(trimethylsilyl)ethoxy)methyl)-1H-indazole-3-carboxylic acid FC=1C=CC=C2C(=NN(C12)COCC[Si](C)(C)C)C(=O)O